2-(dimethylamino)-2-[(4-methylphenyl)methyl]-α-aminoacetophenone CN(C(C(=O)C1=CC=CC=C1)(N)CC1=CC=C(C=C1)C)C